FC(C)(F)C=1C=C(C#N)C=CC1 3-(1,1-difluoroethyl)benzonitrile